(E)-6-(6-ethoxypyridin-3-yl)-N'-(2-hydroxy-5-methoxybenzylidene)pyrazine-2-carbohydrazide C(C)OC1=CC=C(C=N1)C1=CN=CC(=N1)C(=O)N/N=C/C1=C(C=CC(=C1)OC)O